O=C1C[C@H]2CC(C[C@H]2C1)N(C(=O)OC(C)(C)C)C(=O)OC(C)(C)C di-tert-butyl ((2r,3aR,6aS)-5-oxooctahydropentalen-2-yl)iminodicarboxylate